C(C)OC=1C=C2C(=CC1)NC1=C2CCN2C1N(C=1C=CC(=CC1C2=O)F)C2=CC(=CC=C2)F 10-ethoxy-3-fluoro-14-(3-fluorophenyl)-8,13,13b,14-tetrahydroindolo[2',3':3,4]pyrido[2,1-b]quinazolin-5(7H)-one